((8-((2,2'-dimethyl-3'-(3-morpholinopropoxy)-[1,1'-biphenyl]-3-yl) amino)-1,7-naphthyridin-3-yl) methyl) glycinate NCC(=O)OCC=1C=NC2=C(N=CC=C2C1)NC=1C(=C(C=CC1)C1=C(C(=CC=C1)OCCCN1CCOCC1)C)C